5-[(3,8-diazabicyclo[3.2.1]octan-3-yl)methyl]-2-(2,6-dioxopiperidin-3-yl)-1H-isoindole-1,3(2H)-dione C12CN(CC(CC1)N2)CC=2C=C1C(N(C(C1=CC2)=O)C2C(NC(CC2)=O)=O)=O